[Ru].C1(=CC=CC=C1)P(C1=CC=CC=C1)C1=C(C2=CC=CC=C2C=C1)C1=CC=CC2=CC=CC=C12 (diphenyl-phosphino)-1,1-binaphthyl ruthenium